(R)-(3-methoxy-4-nitrophenyl)(3-(prop-2-yn-1-yl)piperidin-1-yl)methanone COC=1C=C(C=CC1[N+](=O)[O-])C(=O)N1C[C@H](CCC1)CC#C